FC(C1=NN=C(S1)N1N=CC2=C(C=C(C=C12)S(=O)(=O)NC1(COC1)C(F)F)F)F 1-(5-(difluoromethyl)-1,3,4-thiadiazol-2-yl)-N-(3-(difluoromethyl)oxetan-3-yl)-4-fluoro-1H-indazole-6-sulfonamide